N-((5-Acetoxy-4,6-dimethylpyridin-3-yl)methyl)-N,N-dimethyloctan-1-aminium C(C)(=O)OC=1C(=C(C=NC1C)C[N+](CCCCCCCC)(C)C)C